ClC=1C(=NC=CC1C=1C(=C(C=CC1)NC(C1=NC=C(C=C1)CNC[C@@H]1NC(CC1)=O)=O)C)C1=CC(=C(C=C1)CNC[C@@H]1NC(CC1)=O)OC N-(3-(3-chloro-2-(3-methoxy-4-(((((R)-5-oxopyrrolidin-2-yl)methyl)amino)methyl)phenyl)pyridin-4-yl)-2-methylphenyl)-5-(((((R)-5-oxopyrrolidin-2-yl)methyl)amino)methyl)picolinamide